8-chloro-N-((4,4-difluoro-1-hydroxycyclohexyl)methyl)-3-((tetrahydrofuran-3-yl)methyl)indolizine-1-carboxamide ClC1=CC=CN2C(=CC(=C12)C(=O)NCC1(CCC(CC1)(F)F)O)CC1COCC1